4-methyl-N-(2'-aminoethyl)benzene-1-sulfonylamine hydrochloride Cl.CC1=CC=C(C=C1)S(=O)(=O)NCCN